(4-aminopiperidin-1-yl)(tetrahydro-2H-pyran-4-yl)methanone NC1CCN(CC1)C(=O)C1CCOCC1